NC1=C(C(=NC(=N1)CC1=CC=CC=C1)OC(CO)O)OC1=C(C=CC=C1)OC 2-((6-amino-2-benzyl-5-(2-methoxyphenoxy)pyrimidin-4-yl)oxy)ethylene glycol